TriethoxyCaprylylsilan C(C)OC(CCCCCCC(=O)[SiH3])(OCC)OCC